(4-{3-[4-(3-{4-chloro-3-ethyl-1H-pyrrolo[2,3-b]pyridin-3-yl}phenyl)-3-oxopiperazin-1-yl]propionyl}piperazin-1-yl)-2-(2,6-dioxopiperidin-3-yl)isoindole-1,3-dione ClC1=C2C(=NC=C1)NCC2(CC)C=2C=C(C=CC2)N2C(CN(CC2)CCC(=O)N2CCN(CC2)C2=C1C(N(C(C1=CC=C2)=O)C2C(NC(CC2)=O)=O)=O)=O